FC1=C(C=C(C=C1)C1=NC(=NO1)CN1[C@@H](C[C@@H](CC1)C(=O)NC1=CC(=CC=C1)C(F)(F)F)C)C(F)(F)F (2R,4R)-1-((5-(4-fluoro-3-(trifluoromethyl)phenyl)-1,2,4-oxadiazol-3-yl)methyl)-2-methyl-N-(3-(trifluoromethyl)phenyl)piperidine-4-carboxamide